CC1=CC(=NC=2N1N(CC2)[C@@H](C(F)(F)F)C)C2=C(OC=C2)C (R)-7-methyl-5-(2-methylfuran-3-yl)-N-(1,1,1-trifluoropropan-2-yl)pyrazolo[1,5-a]Pyrimidine